[I-].C(=C)C1=CC=C(C[N+]2=CNC=C2)C=C1 (4-vinylbenzyl)-3H-imidazol-1-ium iodide